C(C)(C)(C)OC(=O)N1C[C@@H](CCC1)NC=1N=NC(=C(N1)OC)C1=C(C=C(C=C1)C#C)OCOCC (R)-3-((6-(2-(ethoxymethoxy)-4-ethynylphenyl)-5-methoxy-1,2,4-triazin-3-yl)amino)piperidine-1-carboxylic acid tert-butyl ester